COC(CC1CC(OCC1)C=1C(=NC(=CC1)Br)C)=O 2-(2-(6-bromo-2-methylpyridin-3-yl)tetrahydro-2H-pyran-4-yl)acetic acid methyl ester